ClS(=O)(=O)N1CCC(CC1)NC(OCC1=CC=CC=C1)=O.ClC(=C(F)F)F chloro-trifluoro ethylene Benzyl (1-(chlorosulfonyl)piperidin-4-yl)carbamate